4-[(4-{5-[1-(2,6-dioxopiperidin-3-yl)-3-methyl-2-oxo-1,3-benzodiazol-5-yl]pyridin-2-yl}-1,4-diazacycloheptan-1-yl)methyl]piperidine-1-carboxylic acid tert-butyl ester C(C)(C)(C)OC(=O)N1CCC(CC1)CN1CCN(CCC1)C1=NC=C(C=C1)C1=CC2=C(N(C(N2C)=O)C2C(NC(CC2)=O)=O)C=C1